5-{7-[2-(ethylamino)ethoxy]-1-fluoro-3-hydroxynaphthalen-2-yl}-1λ6,2,5-thiadiazolidine-1,1,3-trione C(C)NCCOC1=CC=C2C=C(C(=C(C2=C1)F)N1CC(NS1(=O)=O)=O)O